NC1=C2C(=NC=N1)N(N=C2C2=CC=C(C=C2)OC2=CC=CC=C2)C2CCN(CC2)C2C(CN(CC2)C2CN(C2)C(=O)[O-])F 3-(4-(4-amino-3-(4-phenoxyphenyl)-1H-pyrazolo[3,4-d]pyrimidin-1-yl)-3'-fluoro-[1,4'-bipiperidin]-1'-yl)azetidine-1-carboxylate